CO[Si](C(C)C=1C(=C(C(=C(C1)[SiH](C)C)N(CC)CC)CC[SiH2]CNCCC[Si](OCC)(OCC)OCC)[SiH](C)C)(OC)OC 1-trimethoxysilylethyldimethylsilyl-2-(diethylamino)(triethoxysilylpropylamino)methylsilylethyldimethylsilylbenzene